COC(CN1C=2N(CC[C@H]1C(F)(F)F)C(C=C(N2)N2[C@@H](COCC2)C)=O)=O [(S)-8-((R)-3-Methylmorpholin-4-yl)-6-oxo-2-trifluoromethyl-3,4-dihydro-2H,6H-pyrimido[1,2-a]pyrimidin-1-yl]acetic acid methyl ester